HAFNIUM HYDRIDE [H-].[Hf+4].[H-].[H-].[H-]